C1NCC2=CC=CC=C12 dihydroisoindol